CN(C1=CC=C(C=C1)CCC(=O)NC1=C(C=C(C=C1)F)C(=O)N1CCC(CC1)OC1=NC=CC(=C1)N1CCCCC1)C 3-(4-(dimethylamino)phenyl)-N-(4-fluoro-2-(4-((4-(piperidin-1-yl)pyridin-2-yl)oxy)piperidine-1-carbonyl)phenyl)propanamide